2-phenyl-4,5-dihydroxyphenyl-imidazole C1(=CC=CC=C1)C1=C(C=C(C(=C1)O)O)C=1NC=CN1